C(C)C=1C(C2=C(C=CC(=C2C(C1CC1=NC=C(C(=C1)C(F)(F)F)OC)=O)F)F)=O ethyl-5,8-difluoro-3-((5-methoxy-4-(trifluoromethyl)pyridin-2-yl)methyl)naphthalene-1,4-dione